ClC1=CC=C(C=C1)C(C(=C(C)C)C1=CC=CC=C1)=O 1-(4-chlorophenyl)-3-methyl-2-phenylbut-2-ene-1-one